3-cyano-4-{4-[(1S)-1-{[5-(2,4-difluorophenoxy)pyrazin-2-yl] carbamoyl}ethyl]-2,2-dimethylpiperazine-1-carbonyl}pyridin-1-ium-1-olate C(#N)C=1C=[N+](C=CC1C(=O)N1C(CN(CC1)[C@@H](C)C(NC1=NC=C(N=C1)OC1=C(C=C(C=C1)F)F)=O)(C)C)[O-]